BrC=1C(=NN(C1N)CC(F)F)C(F)(F)F 4-Bromo-1-(2,2-difluoroethyl)-3-(trifluoromethyl)-1H-pyrazol-5-amine